C(C1=CC=CC=C1)OC(=O)[C@H]1N(C[C@@H](C1)C1=CC=CC=C1)C(CNC(CCCOC1=CC=CC=C1)=O)=O (2S,4S)-1-((4-phenoxybutyryl)glycyl)-4-phenylpyrrolidine-2-carboxylic acid benzyl ester